CC(C/C(=C\CCCC\C=C/CC)/C1=CC2=CC=CC=C2C=C1)C1=CC2=CC=CC=C2C=C1 2,2'-((4E,10Z)-trideca-4,10-diene-2,4-diyl)dinaphthalene